CC1=CC=C(O1)C1=NC(=CC=2N1N=C(N2)C(C)C)NC(=O)C2CC2 N-[5-(5-methylfuran-2-yl)-2-propan-2-yl-[1,2,4]triazolo[1,5-c]pyrimidin-7-yl]cyclopropanecarboxamide